1-((2S,6R)-4-(6-chloro-8-fluoro-7-(5-methyl-1H-indazol-4-yl)quinazolin-4-yl)-2,6-dimethyl-piperazin-1-yl)prop-2-en-1-one ClC=1C=C2C(=NC=NC2=C(C1C1=C2C=NNC2=CC=C1C)F)N1C[C@@H](N([C@@H](C1)C)C(C=C)=O)C